4-(4-methylpiperazine-1-yl)benzene-1,2-diamine CN1CCN(CC1)C=1C=C(C(=CC1)N)N